N-(2,5-dichloro-pyrimidin-4-yl)-4-(isopropylsulfonyl)-2-methylthiazole-5-amine ClC1=NC=C(C(=N1)NC1=C(N=C(S1)C)S(=O)(=O)C(C)C)Cl